CN(C=1C=C(C=CC1)C1=NN2C(=NC=3C=CC=CC3C2=N1)NC=1C(N=CC=NC1)=O)C (6R)-6-({2-[3-(dimethylamino)phenyl][1,2,4]triazolo[1,5-c]quinazolin-5-yl}amino)-1,4-diazepin-5-one